tetrafluoro-7,7,8,8-tetracyanoquinolinequinone FC12C(C(C(N(C2C(C(C=C1)(C#N)C#N)(C#N)C#N)F)=O)=O)(F)F